COC(=O)C=1C2=C(N=CC1)N(C(=C2)Cl)CC chloro-1-ethyl-1H-pyrrolo[2,3-b]pyridine-4-carboxylic acid methyl ester